2-methylpyrazolo[1,5-b]pyridazine CC1=NN2N=CC=CC2=C1